C(C)(C)(C)OC(=O)N[C@@H](C(=O)OCC1=CC=CC=C1)CC1=NC(=NO1)C1=CC=C(C=C1)OC1=NC=C(C=C1F)Cl benzyl (R)-2-((tert-butoxycarbonyl)amino)-3-(3-(4-((5-chloro-3-fluoropyridin-2-yl)oxy)phenyl)-1,2,4-oxadiazol-5-yl)propanoate